{1-[4-(6-cyclobutoxy-4-trifluoromethyl-pyridin-2-yl)-2,6-difluoro-phenyl]-piperidin-4-yl}-acetic acid ethyl ester C(C)OC(CC1CCN(CC1)C1=C(C=C(C=C1F)C1=NC(=CC(=C1)C(F)(F)F)OC1CCC1)F)=O